1,2-bis(2-trifluoromethyl-4-aminophenoxy)benzene FC(C1=C(OC2=C(C=CC=C2)OC2=C(C=C(C=C2)N)C(F)(F)F)C=CC(=C1)N)(F)F